C(C1=CC=CC=C1)OC(=O)N1C(CC(CC1)NCC=1C(=NC(=NC1)SC)NC)NC(=O)OC(C)(C)C (tert-butoxycarbonylamino)-4-[[4-(methylamino)-2-methylsulfanyl-pyrimidin-5-yl]methylamino]piperidine-1-carboxylic acid benzyl ester